triethylene glycol bis[β-(3-t-butyl-4-hydroxy-5-methylphenyl) propionate] C(C)(C)(C)C=1C=C(C=C(C1O)C)CCC(=O)OCCOCCOCCOC(CCC1=CC(=C(C(=C1)C)O)C(C)(C)C)=O